C1(OC=CO1)=O endo-vinylene carbonate